C(#N)N1C(=O)N(C2=NC(=O)NC2(C1=O)C#N)C#N 1,3,5-tricyanouric acid